N,N'-disalicylal-1,2-phenylenediamine C(C=1C(O)=CC=CC1)=NC1=C(C=CC=C1)N=CC=1C(O)=CC=CC1